[Br-].NC(CC)C=1N(C(=NC1)C)C 1-aminopropyl-2,3-dimethylimidazole bromide salt